3-(3,7-dimethylocta-2,6-dien-1-yl)-6-pentyl-4'-(pyridin-3-yl)-[1,1'-biphenyl]-2,4-diol CC(=CCC1=C(C(=C(C=C1O)CCCCC)C1=CC=C(C=C1)C=1C=NC=CC1)O)CCC=C(C)C